BrCCOC1=C(C=CC=C1)C(C=CC=1SC=C(N1)C)=O 2-(2-bromoethoxy)phenyl-3-(4-methyl-2-thiazolyl)-2-propen-1-one